C1(CCCCC1)C1=CC=C(CN(C(=O)[C@@H]2N(CC2)S(=O)(=O)C2=C(C(=C(C(=C2F)F)F)F)F)C2=C(C=C(C(=O)OCC3=CC=CC=C3)C=C2)F)C=C1 benzyl (R)-4-(N-(4-cyclohexylbenzyl)-1-((perfluorophenyl)sulfonyl)azetidine-2-carboxamido)-3-fluorobenzoate